9,9-dimethyl-9H-fluorene-3-carboxylic acid CC1(C2=CC=CC=C2C=2C=C(C=CC12)C(=O)O)C